tert-butyl {2-[(4'-{[2-(morpholin-4-yl)-7-oxo-6-(propan-2-yl)-6,7-dihydro-5H-pyrrolo[3,4-d]pyrimidin-4-yl]amino}[1,1'-biphenyl]-4-yl)oxy]ethyl}carbamate N1(CCOCC1)C=1N=C(C2=C(N1)C(N(C2)C(C)C)=O)NC2=CC=C(C=C2)C2=CC=C(C=C2)OCCNC(OC(C)(C)C)=O